OCCCN1CCOCC1 4-(3-Hydroxypropyl)morpholin